(methylcyclopentadienyl)trimethylplatinum (IV) CC1(C=CC=C1)[Pt](C)(C)C